5-[(benzyloxy)methyl]tetrahydropyrimidin-2(1H)-one C(C1=CC=CC=C1)OCC1CNC(NC1)=O